FC(CN1N=C(C=2C1=NC(=NC2)N2CC1(CN(C1)C1=CC(=NC=C1)C(F)(F)F)CC2)OCC)F 1-(2,2-difluoroethyl)-3-ethoxy-6-(2-(2-(trifluoromethyl)pyridin-4-yl)-2,6-diazaspiro[3.4]octan-6-yl)-1H-pyrazolo[3,4-d]pyrimidine